methyl 2-((2-oxo-4-(o-tolyl)-2H-chromen-7-yl)oxy)-3-(trifluoromethoxy)propanoate O=C1OC2=CC(=CC=C2C(=C1)C1=C(C=CC=C1)C)OC(C(=O)OC)COC(F)(F)F